CC=1C(=NC(=NC1)C(=O)N[C@H]1[C@@H]2[C@H](C3=C(N(C1=O)C)N=C(C=C3)OC=3C=NN(C3)C)C2)C2=CC=CC=C2 5-methyl-N-((1aS,2S,8bR)-4-methyl-6-((1-methyl-1H-pyrazol-4-yl)oxy)-3-oxo-1,1a,2,3,4,8b-hexahydro-cyclopropa[d]pyrido[2,3-b]-azepin-2-yl)-4-phenyl-pyrimidine-2-carboxamide